N-(3-(1H-1,2,4-triazol-3-ylthio)-4-hydroxynaphthalen-1-yl)-2,5-dimethylbenzenesulfonamide N1N=C(N=C1)SC=1C=C(C2=CC=CC=C2C1O)NS(=O)(=O)C1=C(C=CC(=C1)C)C